C12C(CC(C=C1)C2)C2=CC=C(C=C2)C2C1C=CC(C2)C1 1,4-di(bicyclo[2.2.1]hept-5-en-2-yl)benzene